FC1=CC(=C(C=C1)NC1=C(C(=O)O)C=CC(=C1)C(F)(F)F)OCCOC 2-((4-fluoro-2-(2-methoxy-ethoxy)phenyl)-amino)-4-(trifluoromethyl)benzoic acid